COC(=O)C1=NN(C2=C1N(C=1C2=NC=CC1)C(C)C1=C(C=C(C=C1C)F)C)C 4-(1-(4-fluoro-2,6-dimethylphenyl)ethyl)-1-methyl-1,4-dihydropyrazolo[3',4':4,5]Pyrrolo[3,2-b]Pyridine-3-carboxylic acid methyl ester